(2R)-2-(9H-fluoren-9-yl-methoxycarbonylamino)-2-methylbutanoic acid C1=CC=CC=2C3=CC=CC=C3C(C12)N([C@@](C(=O)O)(CC)C)C(=O)OC